2,2-bis(4-methoxyphenyl)-5-hydroxymethyl-6-methoxy-2H-naphtho[1,2-b]pyran COC1=CC=C(C=C1)C1(C=CC2=C(O1)C1=CC=CC=C1C(=C2CO)OC)C2=CC=C(C=C2)OC